C(C1=CC=CC=C1)OC(=O)NCCCCC(C(=O)O)N(CC(=O)O)CC(=O)O 2,2'-((5-(((benzyloxy)carbonyl)amino)-1-carboxypentyl)azanediyl)diacetic acid